(1R,2R)-2-((6-(2-(difluoromethoxy)-4-(trifluoromethyl)phenyl)-5-methyl-1,2,4-triazin-3-yl)amino)cyclohexane-1-ol FC(OC1=C(C=CC(=C1)C(F)(F)F)C1=C(N=C(N=N1)N[C@H]1[C@@H](CCCC1)O)C)F